C1(CCCC1)NC1=C(C(=C(C#N)C(=C1F)F)F)F 4-(cyclopentylamino)-2,3,5,6-tetrafluorobenzonitrile